OC=1C=C(C=CC1OC)C1SC=2C(CO1)=C(C=CC2)O 2-(3-hydroxy-4-methoxyphenyl)-2,4-dihydro-3,1-benzoxathiin-5-ol